3-Butyl-1-{[6-chloro-5-(trifluoromethyl)(2-pyridyl)]amino}-4-methylazoline-2,5-dione C(CCC)C=1C(N(C(C1C)=O)NC1=NC(=C(C=C1)C(F)(F)F)Cl)=O